4-(6-(4-((2-(piperazin-1-yl)pyrimidin-5-yl)oxy)phenyl)-7H-pyrrolo[2,3-d]pyrimidin-4-yl)morpholine N1(CCNCC1)C1=NC=C(C=N1)OC1=CC=C(C=C1)C1=CC2=C(N=CN=C2N2CCOCC2)N1